methyl-endo-METHYLENETETRAHYDROPHTHALIC ANHYDRIDE CC12C(=O)OC(C1C(CC=C2)=C)=O